4-[4-(1,3-benzoxazol-2-yl)-4-methoxypiperidin-1-yl]-1-methyl-2-oxo-1,2-dihydroquinoline-3-carboxamide O1C(=NC2=C1C=CC=C2)C2(CCN(CC2)C2=C(C(N(C1=CC=CC=C21)C)=O)C(=O)N)OC